N1=C2C(=NC=C1)N=CC(=C2)C(CC(=O)O)N2N=CC1=CC(=CC=C21)OCCC2=NC=1NCCCC1C=C2 3-(pyrido[2,3-b]pyrazin-7-yl)-3-(5-(2-(5,6,7,8-tetrahydro-1,8-naphthyridin-2-yl)ethoxy)-1H-indazol-1-yl)propionic acid